N-ethyl-N-(2-chloroethyl)pyrrolidinium bromide [Br-].C(C)[N+]1(CCCC1)CCCl